FC1=C(C=CC=C1F)C1=CNC=2N=CN=C(C21)NCC2=NC(=CC=C2)N2C[C@H](N[C@H](C2)C)C 5-(2,3-difluorophenyl)-N-((6-((3R,5S)-3,5-dimethylpiperazin-1-yl)pyridin-2-yl)methyl)-7H-pyrrolo[2,3-d]pyrimidin-4-amine